C(CCCCCCC)(=O)O.CC(CCO)(C)O 3-methyl-1,3-butanediol monocaprylate